(1S,3aS,6aR)-2-((R)-2-acetamido-2-phenylacetyl)-N-((S,E)-4-fluoro-4-(methylsulfonyl)-1-((S)-2-oxopyrrolidin-3-yl)but-3-en-2-yl)octahydrocyclopenta[c]pyrrole-1-carboxamide C(C)(=O)N[C@@H](C(=O)N1[C@@H]([C@H]2[C@@H](C1)CCC2)C(=O)N[C@@H](C[C@H]2C(NCC2)=O)\C=C(\S(=O)(=O)C)/F)C2=CC=CC=C2